FC(OC1=CC=C(C=C1)N1C(N([C@@H](C1)C#N)C1=CN=CC2=CC=CC=C12)=O)F (S)-1-(4-(difluoromethoxy)phenyl)-3-(isoquinolin-4-yl)-2-oxoimidazolidine-4-carbonitrile